C1(CCCCC1)N1N=C(C=C1COC1=CC=C(C=C1)CCO)C 1-cyclohexyl-5-[[4-(2-hydroxyethyl)phenoxy]methyl]-3-methyl-pyrazole